N-methyl-2-(methyl(piperidin-4-yl)amino)-N-(1H-pyrazol-4-yl)quinazoline-6-carboxamide CN(C(=O)C=1C=C2C=NC(=NC2=CC1)N(C1CCNCC1)C)C=1C=NNC1